methyl (S)-5-(7-chloro-3-(hydroxymethyl)-2-methyl-1,1-dioxido-5-phenyl-2,3,4,5-tetrahydrobenzo[f][1,2,5]thiadiazepin-8-yl)-2-fluorobenzoate ClC=1C(=CC2=C(N(C[C@H](N(S2(=O)=O)C)CO)C2=CC=CC=C2)C1)C=1C=CC(=C(C(=O)OC)C1)F